tert-butyl 5-[2-(tert-butoxycarbonyl)-5-(4-{[(3S)-2-(thiophen-2-ylcarbonyl)-1,2,3,4-tetrahydroisoquinolin-3-yl]methyl}piperazin-1-yl)phenoxy]-1H-pyrrolo[2,3-b]pyridine-1-carboxylate C(C)(C)(C)OC(=O)C1=C(OC=2C=C3C(=NC2)N(C=C3)C(=O)OC(C)(C)C)C=C(C=C1)N1CCN(CC1)C[C@H]1N(CC3=CC=CC=C3C1)C(=O)C=1SC=CC1